2-((1r,5s)-3-oxa-8-azabicyclo[3.2.1]oct-8-yl)-1-(4-(3-isopropyl-2-(8-methyltetrazolo[1,5-a]pyridin-6-yl)-1H-indol-5-yl)piperidin-1-yl)ethan-1-one [C@H]12COC[C@H](CC1)N2CC(=O)N2CCC(CC2)C=2C=C1C(=C(NC1=CC2)C=2C=C(C=1N(C2)N=NN1)C)C(C)C